(1R,5S,6s)-2,4-dioxo-3-oxabicyclo[3.1.0]hexane-6-carboxylic acid [C@@H]12[C@@H](C1C(=O)O)C(=O)OC2=O